3-amino-8-bromo-N-methylimidazo[1,2-a]pyridine-2-carboxamide NC1=C(N=C2N1C=CC=C2Br)C(=O)NC